2,4-diaminobutanoic acid di-HCl salt Cl.Cl.NC(C(=O)O)CCN